ClC=1C=C(C=C2C(=C(C=NC12)C#N)NCC(C)(C)C)N[C@@H](C1=C2C=CN=C(C2=CC=C1)OC)C=1N=NN(C1I)C1(CC1)C(F)F (S)-8-chloro-6-(((1-(1-(difluoromethyl)cyclopropyl)-5-iodo-1H-1,2,3-triazol-4-yl)(1-methoxyisoquinolin-5-yl)methyl)amino)-4-(neopentylamino)quinoline-3-carbonitrile